[N+](=O)([O-])C=1C=C(CNCC2=C(C=C(C=C2)OC2=NC=CC=N2)O)C=CC1 2-(((3-nitrobenzyl)amino)methyl)-5-(pyrimidin-2-yloxy)phenol